4-(7-(5-chloro-2-fluorophenyl)-2,3-dihydro-1H-pyrido[3,4-b][1,4]oxazin-1-yl)-N-(2-hydroxyethyl)nicotinamide ClC=1C=CC(=C(C1)C1=CC2=C(OCCN2C2=CC=NC=C2C(=O)NCCO)C=N1)F